6-(4-(3-Cyclobutylureido)thiophen-2-yl)-2-methoxybenzoic acid C1(CCC1)NC(NC=1C=C(SC1)C1=CC=CC(=C1C(=O)O)OC)=O